N-((2-(2,6-dioxopiperidin-3-yl)-1-oxoisoindolin-5-yl)methyl)-2,2-difluoro-2-(4-fluoro-2-methylphenyl)acetamide O=C1NC(CCC1N1C(C2=CC=C(C=C2C1)CNC(C(C1=C(C=C(C=C1)F)C)(F)F)=O)=O)=O